2,4-dimethyl-6-(pyridin-3-ylmethyl)phenol hydrochloride Cl.CC1=C(C(=CC(=C1)C)CC=1C=NC=CC1)O